FC1=C(C(=CC=C1)OC)C=1C(=CC=2N(C1)N=CC2C)C(=O)NC=2SC(=NN2)OCC2CCC(CC2)O 6-(2-fluoro-6-methoxyphenyl)-N-(5-(((1r,4r)-4-hydroxycyclohexyl)methoxy)-1,3,4-thiadiazol-2-yl)-3-methylpyrazolo(1,5-a)pyridine-5-carboxamide